C12C(CC(C=C1)C2)CC[Si](O[Si](O[Si](C)(C)CCC2C1C=CC(C2)C1)(C)C)(C)C 1,5-bis(2-(bicyclo[2.2.1]hept-5-en-2-yl)ethyl)-1,1,3,3,5,5-hexamethyltrisiloxane